C(C1=CC=CC=C1)NCCC N-benzyl-propane-1-amine